(R)-4-((1-(3-(difluoromethyl)-2-fluorophenyl)ethyl)amino)-2-methoxy-8-methyl-6-(pyridin-4-yl)pyrido[4,3-d]pyrimidin-7(6H)-one FC(C=1C(=C(C=CC1)[C@@H](C)NC=1C=2C(N=C(N1)OC)=C(C(N(C2)C2=CC=NC=C2)=O)C)F)F